ClC=1C=C(C=CC1)S(=NC(C)(CC(C)(C)C)C)NS(=O)(=O)C1=CC=C(C=C1)[N+](=O)[O-] N-(S-(3-Chlorophenyl)-N-(2,4,4-trimethylpentan-2-yl)sulfinimidoyl)-4-nitrobenzenesulfonamide